C(CCCCCCC)(=O)OCC(COC(CCCCCCC)=O)OC(CCC(CCCCCCCCCCCC)OC(=O)OCCCN(C)CC)=O 2-((4-(((3-(ethyl (methyl)amino)propoxy)carbonyl)oxy)hexadecanoyl)oxy)propane-1,3-diyl dioctanoate